Cl.FC1=C(C=CC(=C1F)C=1C=NNC1)C=1N=C2C(=NC1)N=C(S2)N(C2CC(NC(C2)(C)C)(C)C)C 6-[2,3-Difluoro-4-(1H-pyrazol-4-yl)phenyl]-N-methyl-N-(2,2,6,6-tetramethylpiperidin-4-yl)[1,3]thiazolo[4,5-b]pyrazin-2-amin-Hydrochlorid